N-butylamine maleate C(\C=C/C(=O)O)(=O)O.C(CCC)N